BrC1=CC(=C(S1)CN)Cl (5-Bromo-3-chlorothiophene-2-yl)methylamine